isohexylpyridinium C(CCC(C)C)[N+]1=CC=CC=C1